2,2'-((4-chloro-3-fluorophenyl)methylene)bis(3-hydroxy-5,5-dimethylcyclohex-2-en-1-one) ClC1=C(C=C(C=C1)C(C=1C(CC(CC1O)(C)C)=O)C=1C(CC(CC1O)(C)C)=O)F